O1CCN(CCC1)C(=O)C1=CC2=C(C=N1)C(=NN2CC(F)(F)F)NC2=NC=CC(=C2)C(F)(F)F 1,4-oxazepan-4-yl-[1-(2,2,2-trifluoroethyl)-3-[[4-(trifluoromethyl)-2-pyridyl]amino]pyrazolo[4,3-c]pyridin-6-yl]methanone